ClC=1N=C(C2=C(N1)C(=C(N=C2)Cl)F)N2CC1CC(C(C2)N1C(=O)OC(C)(C)C)O[Si](CC)(CC)CC tert-butyl 3-(2,7-dichloro-8-fluoropyrido[4,3-d]pyrimidin-4-yl)-6-((triethylsilyl)oxy)-3,8-diazabicyclo[3.2.1]octane-8-carboxylate